ClC1=C(C=C(C(=O)N2CCC3(CN(C3)C(=O)OC(C)(C)C)CC2)C=C1)N1C(NC(CC1)=O)=O Tert-butyl 7-[4-chloro-3-(2,4-dioxo-1,3-diazinan-1-yl)benzoyl]-2,7-diazaspiro[3.5]nonane-2-carboxylate